COC1=CC=C(CN(C2=NC3=CC=C(C=C3C(=C2)O)F)CC2=CC=C(C=C2)OC)C=C1 2-(bis(4-methoxybenzyl)amino)-6-fluoroquinolin-4-ol